CC1=CC=C(C=C1)NC(=O)C1C(C2=CC=C(C=C2C1=O)C(=O)C=1C=C2C(C(C(C2=CC1)=O)C(NC1=CC=C(C=C1)C)=O)=O)=O N-(4-methylphenyl)-5-{2-[(4-methylphenyl)carbamoyl]-1,3-dioxo-2,3-dihydro-1H-indene-5-carbonyl}-1,3-dioxo-2,3-dihydro-1H-indene-2-carboxamide